(2S)-1-((3S,4S)-4-(3-((1-(5-Chloropyrazin-2-yl)pyrrolidin-3-yl)oxy)-4-methoxyphenyl)-3-((R)-1-hydroxyethyl)-3-methylpyrrolidin-1-yl)-2,3-dihydroxypropan-1-one ClC=1N=CC(=NC1)N1CC(CC1)OC=1C=C(C=CC1OC)[C@H]1[C@](CN(C1)C([C@H](CO)O)=O)(C)[C@@H](C)O